(R)-1-oxa-8-azaspiro[4.5]dec-3-ylcarbamic acid tert-butyl ester C(C)(C)(C)OC(N[C@H]1COC2(C1)CCNCC2)=O